tert-butyl ((1S,2R,4r,7R)-1-hydroxy-2-((S)-5H-imidazo[5,1-a]isoindol-5-yl)spiro[3.5]nonan-7-yl)carbamate O[C@H]1[C@H](CC12CCC(CC2)NC(OC(C)(C)C)=O)[C@@H]2N1C(C3=CC=CC=C23)=CN=C1